3-[(3R)-3-[1-[4-[[(1R)-1-(2,4-dichlorophenyl)ethyl]amino]-5H-pyrrolo[3,2-d]pyrimidin-2-yl]azetidin-3-yl]-1-piperidyl]-1-methyl-cyclobutanecarboxylic acid ClC1=C(C=CC(=C1)Cl)[C@@H](C)NC=1C2=C(N=C(N1)N1CC(C1)[C@@H]1CN(CCC1)C1CC(C1)(C(=O)O)C)C=CN2